BrC=1C=C2C=CC(=CC2=CC1)CN1C=CC2=C(C=CC(=C12)C(=O)NC1CC2(CC(C2)C(=O)O)C1)F 6-(1-((6-bromonaphthalen-2-yl)methyl)-4-fluoro-1H-indole-7-carboxamido)spiro[3.3]heptane-2-carboxylic acid